(R)-1-(3-(4-(3-(1-(5-ethylpyrimidin-2-yl)piperidin-4-yl)propoxy)-2,6-difluorophenyl)-1,2,4-oxadiazol-5-yl)propan-2-ol C(C)C=1C=NC(=NC1)N1CCC(CC1)CCCOC1=CC(=C(C(=C1)F)C1=NOC(=N1)C[C@@H](C)O)F